C1(=CC=CC=C1)N([C@@H](CCC(N)=O)C(=O)O)C(C)=O.C12CC(CC2C1)OC1=C(C=C(C=C1O)NC(=O)C=1N=C(OC1CC)N1CC(C1)(C)OC)Cl N-(4-(cis-bicyclo[3.1.0]hexane-3-yloxy)-3-chloro-5-hydroxyphenyl)-5-ethyl-2-(3-methoxy-3-methylazetidin-1-yl)oxazole-4-carboxamide phenyl-acetylglutaminate